CN(C)CC1(CCN(CC1)C1=NC=C(C=C1)C=1C=2N(C=C(C1)OCC)N=C1C2C=NN1)C(=O)NCC(C)C 4-((dimethylamino)methyl)-1-(5-(6-ethoxy-1H-pyrazolo[3',4':3,4]pyrazolo[1,5-a]pyridin-4-yl)pyridin-2-yl)-N-isobutylpiperidine-4-carboxamide